C(C)(C)(C)OC(N(C1=CC(=NC(=C1)C(NC)=O)Cl)C(=O)OC(C)(C)C)=O.BrC=1C=C2C=CC(=CC2=CC1)O[Si](C)(C)C(C)(C)C ((6-bromonaphthalen-2-yl)oxy)(tert-butyl)dimethylsilane tert-butyl-N-tert-butoxycarbonyl-N-[2-chloro-6-(methylcarbamoyl)-4-pyridyl]carbamate